ethylhexyl-itaconimide C(C)C(=C1C(=O)NC(C1)=O)CCCCCC